[S-]C#N.CN1C=[N+](C=C1)CCCCCCCCCCCCCC 1-methyl-3-tetradecylimidazolium thiocyanate